((1R,4R,7R)-7-amino-2-azabicyclo[2.2.1]heptan-2-yl)(2-(4-(cyclopropylmethyl)-3-(piperidin-3-yl)-4H-thieno[3,2-b]pyrrol-5-yl)-7-methoxy-1-methyl-1H-benzo[d]imidazol-5-yl)methanone N[C@H]1[C@@H]2N(C[C@H]1CC2)C(=O)C2=CC1=C(N(C(=N1)C1=CC3=C(N1CC1CC1)C(=CS3)C3CNCCC3)C)C(=C2)OC